ClC=1C=C(C(=O)N2CC=3C(=NN4C3C(N(C[C@H]4C)[C@H](C)C4=CC=C(C=C4)[S@](=O)(=N)C)=O)C[C@H]2C)C=CC1Cl |o1:18,26| (3R,7R)-2-(3,4-dichlorobenzoyl)-3,7-dimethyl-9-((R*)-1-(4-((S*)-S-methylsulfonimidoyl)phenyl)ethyl)-1,2,3,4,8,9-hexahydropyrido[4',3':3,4]pyrazolo[1,5-a]pyrazin-10(7H)-one